pyrido[4,3-d]pyrimidin-4-yl triflate O(S(=O)(=O)C(F)(F)F)C=1C2=C(N=CN1)C=CN=C2